(S)-2-Cyclopropyl-3,3-difluoro-10-((5-fluoro-2-morpholinopyrimidin-4-yl)amino)-7-methyl-1,2,3,4-tetrahydro-[1,4]oxazepino[2,3-c]chinolin-6(7H)-on C1(CC1)[C@@H]1NC2=C(C(N(C=3C=CC(=CC23)NC2=NC(=NC=C2F)N2CCOCC2)C)=O)OCC1(F)F